N-(4-((6-amino-5-(4-phenoxyphenyl)pyrimidin-4-yl)amino)butyl)acrylamide NC1=C(C(=NC=N1)NCCCCNC(C=C)=O)C1=CC=C(C=C1)OC1=CC=CC=C1